2,6-Dibromo-4-(2-isocyanovinyl)phenol BrC1=C(C(=CC(=C1)C=C[N+]#[C-])Br)O